di(methyl)n-propyl-(isopropoxy)silane C[Si](OC(C)C)(CCC)C